1,1-dimethyl-butanolate CC(CCC)([O-])C